2-{2-ethyl-6-[(±)-1-hydroxypropan-2-yl]-5,8-dioxo-5,6,7,8-tetrahydro-4H-pyrazolo[1,5-a]pyrrolo[3,4-d]pyrimidin-4-yl}-N-(5-fluoropyridin-2-yl)acetamide C(C)C1=NN2C(N(C3=C(C2=O)CN(C3=O)[C@@H](CO)C)CC(=O)NC3=NC=C(C=C3)F)=C1 |r|